1-[(2R,4S)-4-(4-Amino-3-[2-[1-(difluoromethyl)-4,6-difluoro-1,3-benzodiazol-5-yl]ethynyl]pyrazolo[4,3-c]pyridin-1-yl)-2-(methoxymethyl)pyrrolidin-1-yl]prop-2-en-1-one NC1=NC=CC2=C1C(=NN2[C@H]2C[C@@H](N(C2)C(C=C)=O)COC)C#CC2=C(C1=C(N(C=N1)C(F)F)C=C2F)F